F[C@@H]1[C@@H]([C@H]2CN[C@@]1(C2)C)OC2=NN=C(S2)C2=C(C=C(C=C2)C2=NC(N(C=N2)C)=O)O 4-(4-(5-(((1R,4R,5R,6S)-6-fluoro-1-methyl-2-azabicyclo[2.2.1]heptan-5-yl)oxy)-1,3,4-thiadiazol-2-yl)-3-hydroxyphenyl)-1-methyl-1,3,5-triazin-2(1H)-one